COC1OC2=C(O1)C=CC1=C2SC2=CC=CC=C2C12OCCC(CO2)(C)C 2'-methoxy-5,5-dimethyl-spiro[1,3-dioxepane-2,6'-thiochromeno[2,3-e][1,3]benzodioxole]